[N+](=O)([O-])C1=CC=C(C=C1)N1C(CNCC1)CO (1-(4-nitrophenyl)piperazin-2-yl)methanol